C(C1=CC=CC=C1)OC1=CC=C(C=C1)C=1CCCNCC1 5-(4-(benzyloxy)phenyl)-2,3,4,7-tetrahydro-1H-azepine